[Si](C)(C)(C(C)(C)C)OCCCCC1=CC2=C([Se]C(=C2)C(CCC(=O)OCC)=O)C=C1OC ethyl 4-(5-(4-((tert-butyldimethylsilyl) oxy) butyl)-6-methoxybenzo[b]selenophen-2-yl)-4-oxobutyrate